2-[[(1R)-1-(6-bromo-3-cyclopropyl-4-oxo-2-tetrahydropyran-4-yl-quinazolin-8-yl)ethyl]amino]benzoic acid BrC=1C=C2C(N(C(=NC2=C(C1)[C@@H](C)NC1=C(C(=O)O)C=CC=C1)C1CCOCC1)C1CC1)=O